2-phenylethyl 3-(3,4-dihydroxyphenyl)prop-2-enoate OC=1C=C(C=CC1O)C=CC(=O)OCCC1=CC=CC=C1